FC1=C(C=CC=C1)[C@@H]1[C@H](OC(O1)C1=CC=CC=C1)CNS(O)(=O)=O.C(#N)C=1C=C2C(=CC=NC2=CC1)NC1=NC=C(C(=O)NC2=CC=C(C=C2)NC2=CC=NC=C2)C=C1 6-(6-Cyanoquinolin-4-ylamino)-N-(4-(pyridin-4-ylamino)phenyl)nicotinamide ((4R,5R)-5-(2-fluorophenyl)-2-phenyl-1,3-dioxolan-4-yl)methyl-sulfamate